4-chloro-3'-(((2-(2-hydroxycyclopent-3-en-1-yl)-1-oxoisoindolin-5-yl)oxy)methyl)-[1,1'-biphenyl]-3-carboxylic acid ClC1=C(C=C(C=C1)C1=CC(=CC=C1)COC=1C=C2CN(C(C2=CC1)=O)C1C(C=CC1)O)C(=O)O